OCCN1C[C@](CC1)(C)OC(=O)N1CCN(CC1)C1=NC=2N(C=C1)N=CC2C=2C(=NC=CC2)OC2CC2 [(3R)-1-(2-hydroxyethyl)-3-methyl-pyrrolidin-3-yl]-4-[3-[2-(cyclopropoxy)-3-pyridyl]pyrazolo[1,5-a]pyrimidin-5-yl]piperazine-1-carboxylate